C(C)(C)(C)OC(NC1=CC=C(C=C1)C(=O)N1CC2=CC=CC=C2CC1)=O (4-(1,2,3,4-tetrahydroisoquinoline-2-carbonyl)phenyl)carbamic acid tert-butyl ester